C(CCCCCCCCCCCCCC)[Mg].[Br] Bromine (pentadecyl)magnesium